ClC1=C(C=C(C(=C1)F)C1=C(C(=C(C(=C1)F)F)F)F)S(=O)(=O)O 4-chloro-2',3',4',5',6-pentafluoro-[1,1'-biphenyl]-3-sulfonic acid